tert-butyl ((2-(chloromethyl)imidazo[1,2-a]pyridin-6-yl)methyl)(cyclobutylmethyl)carbamate ClCC=1N=C2N(C=C(C=C2)CN(C(OC(C)(C)C)=O)CC2CCC2)C1